6-(1-((2-fluorophenyl)sulfonyl)piperidin-4-yl)-7-methyl-[1,2,4]triazolo[1,5-a]pyridine FC1=C(C=CC=C1)S(=O)(=O)N1CCC(CC1)C=1C(=CC=2N(C1)N=CN2)C